C1(CC1)C1=C2C(=NC(=C1)NC1=C(C=C(C=C1)S(=O)(=O)N1CCOCC1)OC)NC=C2C(F)(F)F 4-cyclopropyl-N-(2-methoxy-4-(morpholinosulfonyl)phenyl)-3-(trifluoromethyl)-1H-pyrrolo[2,3-b]pyridin-6-amine